(4-chloro-1H-indol-6-yl)((3R,5R)-4-(2-fluoro-4-methoxybenzoyl)-3,5-dimethylpiperazin-1-yl)methanone ClC1=C2C=CNC2=CC(=C1)C(=O)N1C[C@H](N([C@@H](C1)C)C(C1=C(C=C(C=C1)OC)F)=O)C